N=1N=C(NC1)[C@@H](CCCC)NC=1C2=C(N=C(N1)NCC1=C(C=C(C=C1)OC)OC)C=CC=N2 (R)-N4-(1-(4H-1,2,4-triazol-3-yl)pentyl)-N2-(2,4-dimethoxybenzyl)pyrido[3,2-d]pyrimidine-2,4-diamine